N1N=NC=C1CC(=O)N1C2(CC2)CCC1C(=O)N 4-[2-(1H-1,2,3-triazol-5-yl)acetyl]-4-azaspiro[2.4]heptane-5-carboxamide